CCC(O)CC1=CC=CC=C1 beta-methylbenzyl-ethanol